sodium 3,7-dimethyloctyl sulfate S(=O)(=O)(OCCC(CCCC(C)C)C)[O-].[Na+]